C(CCCCCCCCCCCCC)N[C@@H](CC(=O)[O-])C(=O)[O-].[K+].[K+] potassium myristylaspartate